CN1CCC(CC1)NC(=O)C1=CC(=CC=2N(C=NC21)CC(F)F)C#CCNC=2C(OC)=CC=C(C2)S(=O)(=O)C N-(1-methyl-4-piperidyl)-1-(2,2-difluoroethyl)-6-[3-(4-mesyl-2-anisidino)-1-propynyl]-1H-benzo[d]imidazole-4-carboxamide